1-(2,2-Difluorocyclopentyl)-N-[4-[2-[[4-(dimethylamino)cyclohexyl]amino]-8-isopropyl-7-oxo-pteridin-6-yl]-2-fluoro-phenyl]methanesulfonamide FC1(C(CCC1)CS(=O)(=O)NC1=C(C=C(C=C1)C1=NC=2C=NC(=NC2N(C1=O)C(C)C)NC1CCC(CC1)N(C)C)F)F